2-(4-acetylphenyl)-7,7-dimethyl-10-((2,2,2-trifluoroethyl)amino)-5,12b-dihydro-1H,7H-chromeno[4,3-c][1,2,4]triazolo[1,2-a]Pyridazine C(C)(=O)C1=CC=C(C=C1)N1CN2N(CC=C3C2C=2C=CC(=CC2OC3(C)C)NCC(F)(F)F)C1